7-(4-(dimethylamino)but-1-yn-1-yl)-6-methoxy-2-(piperidine-1-yl)-N-(pyridin-3-ylmethyl)quinazolin-4-amine CN(CCC#CC1=C(C=C2C(=NC(=NC2=C1)N1CCCCC1)NCC=1C=NC=CC1)OC)C